1-di-(methylthioethyl)amino-3-methylenehepta-4,6-diene CSCCN(CCC(C=CC=C)=C)CCSC